BrN1C(C2=CC=CC=C2C2(C1)CC2)=O bromo-1'-keto-2',3'-dihydro-1'H-spiro[cyclopropane-1,4'-isoquinoline]